C(C=C)(=O)NCCC1CCN(CC1)C(=O)OC(C)(C)C tert-Butyl 4-(2-acrylamidoethyl)piperidine-1-carboxylate